3-(4-(4-fluoro-2-(trifluoromethyl)phenyl)piperidine-1-carbonyl)-4,5-dihydro-1H-pyrazolo[3,4-c]Pyridine-6(7H)-carboxylic acid tert-butyl ester C(C)(C)(C)OC(=O)N1CC2=C(CC1)C(=NN2)C(=O)N2CCC(CC2)C2=C(C=C(C=C2)F)C(F)(F)F